butanediol monomethacrylate C(C(=C)C)(=O)OC(CCC)O